methyl atropat C(C(=C)C1=CC=CC=C1)(=O)OC